CC(=O)N[C@@H]1[C@H](C[C@@](O[C@H]1[C@@H]([C@@H](CO)O)O)(C(=O)O)OC[C@@H]2[C@@H]([C@@H]([C@H](C(O2)O)NC(=O)C)O[C@H]3[C@@H]([C@H]([C@H]([C@H](O3)CO)O)O[C@@]4(C[C@@H]([C@H]([C@@H](O4)[C@@H]([C@@H](CO)O)O)NC(=O)C)O)C(=O)O)O)O)O The molecule is a branched amino tetrasaccharide consisting of a linear sequence of alpha-neuraminyl, beta-D-galactosyl and N-acetyl-D-galactosamine residues linked (2->3) and (1->6), to the N-acetyl-D-galactosamine residue of which is also linked (2->6) another alpha-neuraminyl residue. It has a role as an epitope. It is an amino tetrasaccharide and a galactosamine oligosaccharide.